7-(2-bromo-6,7-dihydrothiazolo[5,4-c]pyridin-5(4H)-yl)-8-methyl-4-oxo-N-(3-(2,2,2-trifluoroethyl)cyclobutyl)-4H-pyrimido[1,2-b]pyridazine-2-carboxamide BrC=1SC=2CN(CCC2N1)C=1C(=CC=2N(N1)C(C=C(N2)C(=O)NC2CC(C2)CC(F)(F)F)=O)C